NC(C(C)(C)NC(=O)C1=C(OC2=C1C=C(C=C2)OCC=2N=NC=CC2)C)=O N-(1-amino-2-methyl-1-oxopropan-2-yl)-2-methyl-5-(pyridazin-3-ylmethoxy)benzofuran-3-carboxamide